4-bromo-9H-fluoren-9-one BrC1=CC=CC=2C(C3=CC=CC=C3C12)=O